N1(CCCC1)C=1C=C(C(=O)N)C=CC1 3-(pyrrolidin-1-yl)benzamide